Cl.N1(CCNCC1)C(=O)C1=NC2=C(N1)C=C(C=C2)CCCCOC2=CC(=CC=C2)C(F)(F)F piperazin-1-yl(6-(4-(3-(trifluoromethyl)phenoxy)butyl)-1H-benzo[d]imidazol-2-yl)methanone hydrochloride